methyl (E)-3-(3-amino-5-chlorophenyl)acrylate NC=1C=C(C=C(C1)Cl)/C=C/C(=O)OC